BrC1=CC=C2C(=N1)N(C=C2)[Si](C(C)C)(C(C)C)C(C)C 6-bromo-1-(triisopropylsilyl)-1H-pyrrolo[2,3-b]pyridine